OC1=C(C=CC(=C1)O)\C=C\C(=O)C1=CC=CC=C1 2,4-dihydroxychalcone